(2r,5s)-4-(7-(3-fluorophenyl)-5-(trifluoromethyl)-7H-pyrrolo[2,3-d]pyrimidin-4-yl)-2,5-dimethylpiperazine-1-carboxylic acid tert-butyl ester C(C)(C)(C)OC(=O)N1[C@@H](CN([C@H](C1)C)C=1C2=C(N=CN1)N(C=C2C(F)(F)F)C2=CC(=CC=C2)F)C